C(C)(CC)OC(C=C)=O sec-butyl-acrylate